1-Tert-butyl(2,2-difluoro-3-hydroxypropyl)carbamate C(C)(C)(C)C(C(CO)(F)F)NC([O-])=O